NC=1N=CC(=NC1OC=1C=NN(C1)C1CCN(CC1)C)C=1C=C(C(=C(C1)C1(COCC1)O)N1CC2(COC2)C1)C 3-(5-(5-amino-6-((1-(1-methylpiperidin-4-yl)-1H-pyrazol-4-yl)oxy)pyrazin-2-yl)-3-methyl-2-(2-oxa-6-azaspiro[3.3]hept-6-yl)phenyl)tetrahydrofuran-3-ol